C(C1=CC=CC=C1)OC=1C=C(C=CC1)C1CCC(CC1)OCC1N(CCCC1NS(=O)(=O)C)C(=O)OC(C)(C)C tert-butyl 2-((((1s,4s)-4-(3-(benzyloxy)phenyl)cyclohexyl)oxy)methyl)-3-(methylsulfonamido)piperidine-1-carboxylate